oxadiazolediamine O1N=NC(=C1N)N